2,5-diphenyl-3,6-dihydro-2H-1,3,4,2-oxadiazaborinine C1(=CC=CC=C1)B1OCC(=NN1)C1=CC=CC=C1